ammonium mevalonate C(C[C@@](O)(C)CCO)(=O)[O-].[NH4+]